tert-butyl 3-((6-((4-methyl-3-((3-(9-(tetrahydro-2H-pyran-2-yl)-9H-purin-6-yl)pyridin-2-yl)amino)phenyl)carbamoyl)-4-(trifluoromethyl)pyridin-3-yl)oxy)azetidine-1-carboxylate CC1=C(C=C(C=C1)NC(=O)C1=CC(=C(C=N1)OC1CN(C1)C(=O)OC(C)(C)C)C(F)(F)F)NC1=NC=CC=C1C1=C2N=CN(C2=NC=N1)C1OCCCC1